CS(=O)(=O)N1CC2C(C1)CN(C2)C2=C(CN1CCN(CC1)C(=O)OC(C(F)(F)F)C(F)(F)F)C=CC(=C2)C(F)(F)F 1,1,1,3,3,3-Hexafluoropropan-2-yl 4-(2-(5-(methylsulfonyl)hexahydropyrrolo[3,4-c]pyrrol-2(1H)-yl)-4-(trifluoromethyl)benzyl)piperazine-1-carboxylate